FC=1C(=C(C=CC1)C1CCN(CC1)C(=O)OC(C)(C)C)NC(=O)N1CCC(CC1)C1=CC=C(C=C1)C tert-Butyl 4-(3-fluoro-2-{[4-(4-methylphenyl)piperidine-1-carbonyl]amino}phenyl)piperidine-1-carboxylate